C12C(C3CC(CC(C1)C3)C2)NC(CN2C(C(=CC=C2)NC([C@H](CC/C=C/C(=O)OC)NC(=O)C2=NN(C=N2)C)=O)=O)=O (S,E)-methyl 7-(1-(2-(2-adamantylamino)-2-oxoethyl)-2-oxo-1,2-dihydropyridin-3-ylamino)-6-(1-methyl-1H-1,2,4-triazole-3-carboxamido)-7-oxohept-2-enoate